IC1=C(C2=C(N=CN=C2N)N1C(C)C)C1=CC=C(C=C1)OC1=CC=CC=C1 6-iodo-7-isopropyl-5-(4-phenoxyphenyl)-7H-pyrrolo[2,3-d]pyrimidin-4-amine